4-(2-(4,4-difluorocyclohexyl)-6-methylpyrimidin-4-yl)-1H-pyridine FC1(CCC(CC1)C1=NC(=CC(=N1)C1=CCNC=C1)C)F